N-{5-[7-chloro-4,4-difluoro-5-hydroxy-5-(2-hydroxyethyl)-2,3,4,5-tetrahydro-1H-1-benzazepin-1-carbonyl]pyridin-2-yl}-2-(trifluoromethyl)benzamide ClC=1C=CC2=C(C(C(CCN2C(=O)C=2C=CC(=NC2)NC(C2=C(C=CC=C2)C(F)(F)F)=O)(F)F)(CCO)O)C1